tert-Butyl 3-(4-((3,4-dichloro-2-fluorophenyl)amino)-7-fluoropyrido[3,2-d]pyrimidin-6-yl)piperidine-1-carboxylate ClC=1C(=C(C=CC1Cl)NC=1C2=C(N=CN1)C=C(C(=N2)C2CN(CCC2)C(=O)OC(C)(C)C)F)F